7-fluoro-4-(8-fluoro-6-methoxy-4-(piperazin-1-yl)-2-((tetrahydro-1H-pyrrolizin-7a(5H)-yl)methoxy)quinazolin-7-yl)benzo[d]thiazol-2-amine FC1=CC=C(C=2N=C(SC21)N)C2=C(C=C1C(=NC(=NC1=C2F)OCC21CCCN1CCC2)N2CCNCC2)OC